2-chloro-4-(1,1-difluoro-2-methylpropan-2-yl)pyridine ClC1=NC=CC(=C1)C(C(F)F)(C)C